ClC=1C(N(C(=CC1OCC1=C(C=CC=C1F)F)C)C1=CC(=NC=C1C)N1C(C(=CC=C1)C(C)(C)O)=O)=O 3''-chloro-4''-((2,6-difluorophenyl)methoxy)-3-(2-hydroxypropan-2-yl)-5',6''-dimethyl-2H,2''H-[1,2':4',1''-terpyridine]-2,2''-dione